rac-(6R)-N-benzyl-7-(4-bromo-3-chloro-benzoyl)-2-(4-methoxyphenyl)-6-methyl-3-oxo-6,8-dihydro-5H-imidazo[1,5-a]pyrazine-1-carboxamide C(C1=CC=CC=C1)NC(=O)C=1N(C(N2C1CN([C@@H](C2)C)C(C2=CC(=C(C=C2)Br)Cl)=O)=O)C2=CC=C(C=C2)OC |r|